tert-butyl (1H-pyrazol-1-yl)methylenedicarbamate N1(N=CC=C1)C(NC([O-])=O)NC(OC(C)(C)C)=O